5'-bromo-6'-(4-fluorobenzyl)-1',2'-dihydrospiro[cyclopropane-1,3'-pyrrolo[3,2-b]pyridine] BrC1=C(C=C2C(=N1)C1(CN2)CC1)CC1=CC=C(C=C1)F